NC=1C=C(C=C(C1)C1=CC=CC=C1)C=1N(C=2C=CC=C(C2C1)NC1CCN(CC1)C)CC(F)(F)F 2-(5-amino-[1,1'-biphenyl]-3-yl)-N-(1-methylpiperidin-4-yl)-1-(2,2,2-trifluoroethyl)-1H-indol-4-amine